5-CHLORO-1,3-BENZOXAZOL ClC=1C=CC2=C(N=CO2)C1